N-methyl-5-((3-(((3-oxo-2-(2,2,2-trifluoroethyl)-3,4-dihydroquinoxalin-6-yl)methyl)amino)cyclobutyl)amino)picolinamide CNC(C1=NC=C(C=C1)NC1CC(C1)NCC=1C=C2NC(C(=NC2=CC1)CC(F)(F)F)=O)=O